C(C)OC([C@@H](N(C1=CC=C(C=C1)F)C=1SC(=C(N1)Cl)C(=O)C1=NC(=NO1)C1CCCC1)C)=O.COC=1C=C2C(C=C(OC2=CC1)C1=CC=C(C=C1)OC1=CC=C(C=C1)C(F)(F)F)=O |r| 6-methoxy-2-(4-(4-(trifluoromethyl)phenoxy)phenyl)-4H-chromen-4-one rac-ethyl-N-{4-chloro-5-[(3-cyclopentyl-1,2,4-oxadiazol-5-yl)carbonyl]-1,3-thiazol-2-yl}-N-(4-fluorophenyl)alaninate